NC1=C(C(=O)O)C=CC=C1N1CC2(C1)CN(C2)C2=CC(=CC=C2)N 2-amino-3-(6-(3-aminophenyl)-2,6-diazaspiro[3.3]heptan-2-yl)benzoic acid